(S)-5-((1-hydroxypropan-2-yl)amino)-4-(trifluoromethyl)-2-((2-(trimethylsilyl)ethoxy)methyl)pyridazin-3(2H)-one OC[C@H](C)NC1=C(C(N(N=C1)COCC[Si](C)(C)C)=O)C(F)(F)F